methyl 2-(5-((R)-3-((tert-butoxycarbonyl)(cyclobutylmethyl)amino)piperidin-1-yl)pyridin-2-yl)propanoate C(C)(C)(C)OC(=O)N([C@H]1CN(CCC1)C=1C=CC(=NC1)C(C(=O)OC)C)CC1CCC1